(R)-1-(2-bromo-5-fluorophenyl)ethan-1-amine BrC1=C(C=C(C=C1)F)[C@@H](C)N